ClC1=NC=2N(C(C(N(C2C=N1)C)=O)=O)C1CCC(CC1)(F)F 2-chloro-8-(4,4-difluorocyclohexyl)-5-methyl-pteridine-6,7-dione